FC1=CC=C(C=C1)C1=CC(=C(C=C1)CNC(C=C)=O)C=1C=NN(C1)C N-((4'-fluoro-3-(1-methyl-1H-pyrazol-4-yl)-[1,1'-biphenyl]-4-yl)methyl)acrylamide